5-(6-chloro-3-(1H-imidazol-1-yl)-5-methoxy-1-methyl-1H-indol-2-yl)-N,N-dimethyl-1H-1,2,4-triazole-3-carboxamide ClC1=C(C=C2C(=C(N(C2=C1)C)C1=NC(=NN1)C(=O)N(C)C)N1C=NC=C1)OC